5'-O-(tert-butyldimethylsilyl)-2',3'-di-O-acetyluridine [Si](C)(C)(C(C)(C)C)OC[C@@H]1[C@H]([C@H]([C@@H](O1)N1C(=O)NC(=O)C=C1)OC(C)=O)OC(C)=O